methyl 4-(5-fluoro-4-(1-fluoroethyl) pyridin-3-yl)-2-formyl-5-oxo-1,4,5,7-tetrahydrofuro[3,4-b]pyridine-3-carboxylate FC=1C(=C(C=NC1)C1C2=C(NC(=C1C(=O)OC)C=O)COC2=O)C(C)F